(5-(5-fluoropyridin-3-yl)-4,5-dihydro-1H-pyrazol-1-yl)(5-(5-methyl-1,3,4-oxadiazol-2-yl)-5-azaspiro[2.5]oct-8-yl)methane FC=1C=C(C=NC1)C1CC=NN1CC1CCN(CC12CC2)C=2OC(=NN2)C